ClC1=CC=C(C=C1)C1=C(NC2=C1C(NC(C2)(C)C)=O)C2=CC(=NC=C2)NC(C(C)C2=CC=C(C=C2)F)=O N-{4-[3-(4-Chlorophenyl)-6,6-dimethyl-4-oxo-4,5,6,7-tetrahydro-1H-pyrrolo[3,2-c]pyridin-2-yl]pyridin-2-yl}-2-(4-fluorophenyl)propanamid